ethyl 3-(3-(4-methoxy-3-((4-methoxybenzyl)oxy)phenyl)-1H-pyrazol-1-yl)propanoate COC1=C(C=C(C=C1)C1=NN(C=C1)CCC(=O)OCC)OCC1=CC=C(C=C1)OC